N-{4-[(3-chloro-1-{[2-(trimethylsilyl)ethoxy]methyl}-1H-pyrrolo[2,3-b]pyridin-4-yl)oxy]-3,5-difluorophenyl}-6-oxa-8-azaspiro[3.5]non-7-en-7-amine ClC1=CN(C2=NC=CC(=C21)OC2=C(C=C(C=C2F)NC=2OCC1(CCC1)CN2)F)COCC[Si](C)(C)C